NC=1SC2=C(N1)C=C(C=C2F)F 2-amino-5,7-difluorobenzo[d]thiazole